ClC=1C=C(C(=NC1)C)S(=O)(=O)NC1=C(C(=C(C=C1)F)C=1C=CC=2N(C1)C=NC2C2=NN=CN2)F 5-chloro-N-[2,4-difluoro-3-[1-(4H-1,2,4-triazol-3-yl)imidazo[1,5-a]pyridin-6-yl]phenyl]-2-methylpyridine-3-sulfonamide